1,1'-bis(diphenylphosphino)ferrocen palladium (II) dichloride [Pd](Cl)Cl.C1(=CC=CC=C1)P([C-]1C=CC=C1)C1=CC=CC=C1.[C-]1(C=CC=C1)P(C1=CC=CC=C1)C1=CC=CC=C1.[Fe+2]